4-(2'-Bromo-4'-chloro[1,1'-biphenyl]-4-yl)piperazine-1-carboxylic acid tert-butyl ester C(C)(C)(C)OC(=O)N1CCN(CC1)C1=CC=C(C=C1)C1=C(C=C(C=C1)Cl)Br